COC(=O)C=1N(C=CC1)CC(OCC)OCC 1-(2,2-diethoxyethyl)-1H-pyrrole-2-carboxylic acid methyl ester